COC1=CC=CC(=C1)CC(=O)NCC(OC)OC N-(2,2-dimethoxyethyl)-2-(3-methoxyphenyl)acetamide